C(=O)C1CN(CCC1)CCNC(C)=O N-[2-(3-FORMYLPIPERIDIN-1-YL)ETHYL]ACETAMIDE